8-bromo-N-(4-methoxybenzyl)-3-methyl-4,5-dihydropyrazolo[1,5-a]quinoxalin-4-amine BrC1=CC=C2NC(C=3N(C2=C1)N=CC3C)NCC3=CC=C(C=C3)OC